C(C)(C)(C)OC(=O)N1C[C@@H](N(CC1)CCCC1=CC2=C(N(C(N2C)=O)C2C(NC(CC2)=O)=O)C=C1)C(=O)O (2R)-4-tert-butoxycarbonyl-1-[3-[1-(2,6-dioxo-3-piperidyl)-3-methyl-2-oxo-benzimidazol-5-yl]propyl]piperazine-2-carboxylic acid